C(C)(C)(C)N=[Nb](N(C)C)(N(C)C)N(C)C t-butylimino-tri(dimethylamino)niobium